tert-butyl 4-(3-(3-chloro-4-(3,3-difluoroazetidine-1-carbonyl)phenylamino)azetidin-1-yl)piperidine-1-carboxylate ClC=1C=C(C=CC1C(=O)N1CC(C1)(F)F)NC1CN(C1)C1CCN(CC1)C(=O)OC(C)(C)C